N-methyl-8-(4-(trifluoromethyl)cyclohex-1-en-1-yl)quinoline-3-carboxamide CNC(=O)C=1C=NC2=C(C=CC=C2C1)C1=CCC(CC1)C(F)(F)F